ClC1=C(C=C(C(=C1)F)C1=C(C(=C(C=C1F)F)F)F)C(=O)NS(N(C)C)(=O)=O 4-chloro-N-(N,N-dimethylsulfamoyl)-2',3',4',6,6'-pentafluoro-[1,1'-biphenyl]-3-carboxamide